N[C@H](C(=O)N[C@H](C(=O)N[C@H]1C(N(C1)C1=CC=C(C=C1)F)=O)CCC1=CC=CC=C1)C (S)-2-((S)-2-aminopropionylamino)-N-((R)-1-(4-fluorophenyl)-2-oxoazetidin-3-yl)-4-phenylbutanamide